C(C)(C)(C)OC(=O)N[C@H]1[C@H](CC2=CC=CC=C12)C(=O)O |r| (rac)-cis-1-tert-butoxycarbonylaminoindan-2-carboxylic acid